OC1=CC=C(C=N1)C1=C(NC=2N(C1=O)N=C(C2N2CCCCC2)C2=CC=CC=C2)C 6-(6-hydroxypyridin-3-yl)-5-methyl-2-phenyl-3-(piperidin-1-yl)pyrazolo[1,5-a]pyrimidin-7(4H)-one